NC=1NC(C2=C(N1)NC=C2CCC2=CC=C(C(=O)O)C=C2)=O 4-[2-(2-amino-4,7-dihydro-4-oxo-3H-pyrrolo[2,3-d]pyrimidine-5-yl)ethyl]benzoic acid